C(C)(C)(C)OC(=O)N(C(OC(C)(C)C)=O)C=1N=NC=C(C1)CCl tert-butyl N-(tert-butoxycarbonyl)-N-[5-(chloromethyl)pyridazin-3-yl]carbamate